ethyl 6-bromo-8-chloroisochromane-1-carboxylate BrC=1C=C2CCOC(C2=C(C1)Cl)C(=O)OCC